COC(CCOC)=O 3-methoxypropionic acid methylester